C(C)OC=1C(=CN(C(C1)=O)C)C=1C=NN(C1)C1=C(C#N)C=CC=C1 2-(4-(4-ethoxy-1-methyl-6-oxo-1,6-dihydropyridin-3-yl)-1H-pyrazol-1-yl)benzonitrile